P(=O)([O-])([O-])OC[C@@H]1[C@H]([C@H]([C@@H](O1)N1C=NC=2C(N)=NC=NC12)O)O.[Na+].[Na+] sodium adenosine phosphate